O1[C@@H](CCC=C1)\C=N\[S@](=O)C(C)(C)C (R)-N-((E)-((S)-3,4-dihydro-2H-pyran-2-yl)methylene)-2-methylpropane-2-sulfinamide